N-[(1S,4R)-9-(dichloromethylene)-1,2,3,4-tetrahydro-1,4-methanonaphthalen-5-yl]-3-(difluoromethyl)-1H-pyrazole-4-carboxamide ClC(=C1[C@H]2CC[C@@H]1C1=C(C=CC=C21)NC(=O)C=2C(=NNC2)C(F)F)Cl